NC=1C(=NC(=NC1Cl)SCCC)NCCO 2-((5-amino-6-chloro-2-(propylsulfanyl)pyrimidin-4-yl)amino)ethanol